arsenic(II) selenide [As]=[Se]